N[C@@H]([C@H](O)C)C(=O)NCNC1=C2NC=NC2=NC=N1 N6-threonylaminomethyladenine